5-amino-3-(7-((5-fluoro-2-methoxybenzamido)methyl)-1H-indazol-4-yl)-1-(3-fluorocyclobutyl)-1H-pyrazole-4-carboxamide NC1=C(C(=NN1C1CC(C1)F)C1=C2C=NNC2=C(C=C1)CNC(C1=C(C=CC(=C1)F)OC)=O)C(=O)N